4-{[(3S)-3-methylpiperidin-1-yl]methyl}thieno[2,3-b]pyridine-6-carboxylic acid ethyl ester C(C)OC(=O)C1=CC(=C2C(=N1)SC=C2)CN2C[C@H](CCC2)C